[O-2].[Ca+2].[Al+3] aluminum-calcium oxide